C(CCC)CCCC(OOC(C)(C)C)OOC(C)(C)C n-butyl-4,4-bis(t-butylperoxy)butane